4-((cyclohexyloxy)methyl)-2-methoxyphenol C1(CCCCC1)OCC1=CC(=C(C=C1)O)OC